(R)-2-(3-fluoro-5-(2-hydroxypropan-2-yl)-2-methoxyphenyl)-2-((R)-3-((5-(5,6,7,8-tetrahydro-1,8-naphthyridin-2-yl)pentyl)oxy)pyrrolidin-1-yl)acetic acid FC=1C(=C(C=C(C1)C(C)(C)O)[C@H](C(=O)O)N1C[C@@H](CC1)OCCCCCC1=NC=2NCCCC2C=C1)OC